CC=1C=C(OCC2=CC=C3CCC4(C3=C2)CCC(CC4)C(=O)O)C=CC1 6'-[(3-methylphenoxy)methyl]-2',3'-dihydrospiro[cyclohexane-1,1'-indene]-4-carboxylic acid